CN1C2=C(OC[C@@H](C1=O)NC(OC(C)(C)C)=O)C=CC(=C2)C(N(C2=CC=NC=C2)C)=O tert-butyl (S)-(5-methyl-7-(methyl(pyridin-4-yl)carbamoyl)-4-oxo-2,3,4,5-tetrahydrobenzo[b][1,4]oxazepin-3-yl)carbamate